COCOC=1C=C(C#N)C=C(C1)C(F)(F)F 3-(Methoxymethoxy)-5-(trifluoromethyl)benzonitrile